COC(C1=C(C=CC(=C1)F)OC=1C(=NC=NC1)Cl)=O.N(=[N+]=[N-])C1CN(CC1N=[N+]=[N-])CC1=CC=CC=C1 3,4-diazido-1-(phenylmethyl)pyrrolidine methyl-2-[(4-chloropyrimidin-5-yl)oxy]-5-fluorobenzoate